C[C@H]1CC[C@H](CN1C(CC=1C=NC=NC1)=O)C(=O)OC methyl (3R,6S)-6-methyl-1-(2-(pyrimidin-5-yl)acetyl)piperidine-3-carboxylate